ClCCC[Si](OCCC)(OCCC)C chloropropyl-methyl-dipropoxysilane